lithium (2-methoxyethoxy)ethoxide COCCOC([O-])C.[Li+]